CC=1C(=C(CO)C=C(C1)C)N 3,5-dimethyl-o-aminobenzyl alcohol